C=C[C@](O)(C)CCC=C(C)C |o1:2| S or R-linalool